3-ethyl-10,13-dimethyl-17-((2S,3S)-4,4,4-trifluoro-3-hydroxybutan-2-yl)hexadecahydro-1H-cyclopenta[a]phenanthren-3-ol C(C)C1(CCC2(C3CCC4(C(CCC4C3CCC2C1)[C@H](C)[C@@H](C(F)(F)F)O)C)C)O